OC(CNC(OC(C)(C)C)=O)CNC(=O)OC(C)(C)C tert-butyl N-[2-hydroxy-3-[(2-methylpropan-2-yl)oxycarbonylamino]propyl]carbamate